1,1'-sulfonylbis(1H-imidazole) S(=O)(=O)(N1C=NC=C1)N1C=NC=C1